dichlorodiphenyl-trichloroethane ClC=1C(=C(C=CC1)C(C(Cl)(Cl)Cl)C1=CC=CC=C1)Cl